C1(=CC=C(C=C1)C=CC=C)C 4-tolyl-1,3-butadiene